(4-(6,7-dimethoxy-3-methyl-4-oxo-3,4-dihydro-phthalazin-1-yl)benzyl)carbamic acid tert-butyl ester C(C)(C)(C)OC(NCC1=CC=C(C=C1)C1=NN(C(C2=CC(=C(C=C12)OC)OC)=O)C)=O